[Cl-].[Zn+2].[K+].[Cl-].[Cl-] monopotassium zinc chloride